N-(3-(4-aminophenyl)-1-methyl-1H-pyrazol-5-yl)-3-(4-(prop-2-yn-1-yloxy)benzoyl)benzamide NC1=CC=C(C=C1)C1=NN(C(=C1)NC(C1=CC(=CC=C1)C(C1=CC=C(C=C1)OCC#C)=O)=O)C